C(C)(C)(C)OC(=O)N(C(OC(C)(C)C)=O)C1=NC=C(C=N1)[C@H]1C[C@H](CC1)OC(=O)OC1=CC=C(C=C1)[N+](=O)[O-] |r| rac-tert-butyl (tert-butoxycarbonyl)(5-((1R,3S)-3-(((4-nitrophenoxy)carbonyl)oxy)cyclopentyl)pyrimidin-2-yl)carbamate